C(C1=CC=CC=C1)OC(N[C@H]1CC2(CN(C2)C(=O)C2COC2)CC1)=O (R)-(2-(oxetan-3-carbonyl)-2-azaspiro[3.4]oct-6-yl)carbamic acid benzyl ester